3-methacryloxypropyl-methyl-Di-methoxysilane C(C(=C)C)(=O)OCCC[Si](OC)(OC)C